NCC=1C=NN(C1)CC1=CC2=C(C(=NO2)NS(=O)(=O)C=2C(=NC=CC2OC)OC)C(=C1)OC N-(6-((4-(aminomethyl)-1H-pyrazol-1-yl)methyl)-4-methoxybenzo[d]isoxazol-3-yl)-2,4-dimethoxypyridine-3-sulfonamide